FC=1C=C(C=C(C1CNC1CCOCC1)OC)C=1C(=C(C=CC1)C1=C(C(=CC=C1)NC(=O)C=1C(N(C(N(C1)C)=O)C)=O)C)C N-(3''-fluoro-5''-methoxy-2,2'-dimethyl-4''-(((tetrahydro-2H-pyran-4-yl)amino)methyl)-[1,1':3',1''-terphenyl]-3-yl)-1,3-dimethyl-2,4-dioxo-1,2,3,4-tetrahydropyrimidine-5-carboxamide